CN1C(=NC=C1)CN(CCCCN)C1CCCC=2C=CC=NC12 N1-(1-methyl-1H-imidazol-2-ylmethyl)-N1-(5,6,7,8-tetrahydro-quinolin-8-yl)-butane-1,4-diamine